(R,E)-4-(3H-[1,2,3]triazolo[4,5-b]pyridin-3-yl)-N-(7-(3-amino-3-oxoprop-1-en-1-yl)isoquinolin-1-yl)-2-fluoro-N-(piperidin-3-yl)benzamide N1=NN(C2=NC=CC=C21)C2=CC(=C(C(=O)N([C@H]1CNCCC1)C1=NC=CC3=CC=C(C=C13)\C=C\C(=O)N)C=C2)F